BrC=1C=C2C(=NC1)C(CN2C2CC(C2)(N2CCCCC2)C)(C)C 6-bromo-3,3-dimethyl-1-((1s,3s)-3-methyl-3-(piperidin-1-yl)cyclobutyl)-2,3-dihydro-1H-pyrrolo[3,2-b]pyridine